NCCOC1=CC2=C(C(=C1)OC)[C@]1([C@]([C@@H]([C@H]3NC(O[C@H]31)=O)C3=CC=CC=C3)(O2)C2=CC=C(C=C2)OC)O |r| rac-(3aR,4R,4aR,9bS,9cR)-7-(2-aminoethoxy)-9b-hydroxy-9-methoxy-4a-(4-methoxyphenyl)-4-phenyl-3,3a,4,4a,9b,9c-hexahydro-2H-benzofuro[3',2':3,4]cyclopenta[1,2-d]oxazol-2-one